C(C1=CC=CC=C1)OC=1C(=CC2=C(N(C[C@H]3N(C2=O)CCC3)C(=O)OC3=CC=C(C=C3)[N+](=O)[O-])C1)OC 4-nitrophenyl (S)-8-(benzyloxy)-7-methoxy-5-oxo-2,3,11,11a-tetrahydro-1H-benzo[e]pyrrolo[1,2-a][1,4]diazepine-10(5H)-carboxylate